CN1CC(N(CC1)C(=O)C1=C(C=C(C=C1)NC(=O)C1CC1)N1CC2(C1)COCC2)C2=CC=CC=C2 N-[4-(4-methyl-2-phenylpiperazine-1-carbonyl)-3-(6-oxa-2-azaspiro[3.4]octan-2-yl)phenyl]cyclopropanecarboxamide